sodium-boron-silicon-bismuth [Bi].[Si].[B].[Na]